2-(3-Chlorobenzyloxy)-6-chloroisonicotinonitrile ClC=1C=C(COC=2C=C(C#N)C=C(N2)Cl)C=CC1